FC=1C=C(C=CC1F)[C@H]1CCN2N1C(C(CCC2)(C)C)=O |r| racemic-3-(3,4-difluorophenyl)-6,6-dimethyl-1,2,3,7,8,9-hexahydropyrazolo[1,2-a]diazepin-5-one